5-bromo-1-(isopropylsulfonyl)azepan-4-one BrC1C(CCN(CC1)S(=O)(=O)C(C)C)=O